5-(4-(3,3-difluoro-4-(8-fluoro-2-(4-methoxybenzyl)-1-oxo-1,2-dihydroisoquinolin-3-yl)pyrrolidin-1-yl)piperidin-1-yl)-N-methylpicolinamide FC1(CN(CC1C=1N(C(C2=C(C=CC=C2C1)F)=O)CC1=CC=C(C=C1)OC)C1CCN(CC1)C=1C=CC(=NC1)C(=O)NC)F